((1-(cis-3-(benzyloxy) cyclobutyl)-5-(dimethylcarbamoyl)-1H-pyrazol-3-yl) methyl) carbamate C(N)(OCC1=NN(C(=C1)C(N(C)C)=O)[C@@H]1C[C@@H](C1)OCC1=CC=CC=C1)=O